C1(CC1)C1=C(C(=O)OC)C=C(C(=C1)CN1CCC2(CN(C(O2)=O)C2=CC=C(C=C2)C(NCCCNC(=O)N)=O)CC1)OCC methyl 2-cyclopropyl-5-ethoxy-4-((2-oxo-3-(4-((3-ureidopropyl)carbamoyl)phenyl)-1-oxa-3,8-diazaspiro[4.5]decan-8-yl)methyl)benzoate